C1(CCC1)C=1C(=NN(C1N)C)C1CCC(CC1)(F)F 4-cyclobutyl-3-(4,4-difluorocyclohexyl)-1-methyl-1H-pyrazol-5-amine